1,2,3,4,5,6-hexamethoxybenzene COC1=C(C(=C(C(=C1OC)OC)OC)OC)OC